BrC1=C(CC2(C[C@H](N(C2)C(=O)OC(C)(C)C)C(=O)OC)C(=O)OC)C=CC=C1 1-(t-butyl) 2,4-dimethyl (S)-4-(2-bromobenzyl)pyrrolidine-1,2,4-tricarboxylate